7-(6-amino-pyridazin-3-yl)-4,7-diazaspiro[2.5]octane-4-carboxylic acid tert-butyl ester C(C)(C)(C)OC(=O)N1C2(CC2)CN(CC1)C=1N=NC(=CC1)N